C(CCC)C(COC(CCCCCCCCC(CCCCCCCCC(=O)OCC(CCCCCC)CCCC)NCC1CCN(CC1)CCO[Si](C)(C)C(C)(C)C)=O)CCCCCC bis(2-butyloctyl)10-[[1-[2-[tert-butyl(dimethyl)silyl]oxyethyl]-4-piperidyl]methylamino]nonadecanedioate